8-chloro-4-methylidene-2H,3H-pyrano[3,2-b]pyridine ClC1=C2C(=NC=C1)C(CCO2)=C